COC1=CC2=C(OC[C@@H]3N2CCCC3)C=C1[N+](=O)[O-] (R)-2-methoxy-3-nitro-6a,7,9,10-tetrahydrobenzo[b]pyrido[1,2-d][1,4]oxazine